6-[2-cyano-3-[[ethyl(methyl)sulfamoyl]amino]-6-fluoro-phenoxy]-3-[(4-fluoro-4-piperidyl)methyl]-4-oxo-quinazoline C(#N)C1=C(OC=2C=C3C(N(C=NC3=CC2)CC2(CCNCC2)F)=O)C(=CC=C1NS(N(C)CC)(=O)=O)F